1-(5-((5-chloro-4-(3,4-dihydroisoquinolin-2(1H)-yl)pyrimidin-2-yl)amino)pyridin-3-yl)pyrrolidine-2-one ClC=1C(=NC(=NC1)NC=1C=C(C=NC1)N1C(CCC1)=O)N1CC2=CC=CC=C2CC1